FC1=CN=C2C[C@H](CNC2=C1)[C@@H](C1=CC=CC=C1)NCCC=1C=C(C=CC1)[C@H](C(=O)O)C (2R)-2-[3-(2-{[(S)-[(3R)-7-fluoro-1,2,3,4-tetrahydro-1,5-naphthyridin-3-yl](phenyl)methyl]amino}ethyl)phenyl]propanoic acid